BrC=1C=2C=C(N=CC2C=C2C1CNC2)Cl 9-bromo-7-chloro-2,3-dihydro-1H-pyrrolo[3,4-g]Isoquinoline